ClC=1C(=C(C(=CC1Cl)O)[C@H](N[S@@](=O)C(C)(C)C)C1CCNCC1)F (S)-N-((R)-(3,4-dichloro-2-fluoro-6-hydroxyphenyl)(piperidin-4-yl)methyl)-2-methylpropane-2-sulfinamide